C(CCCCCCC)C1C2C=CC(C1)C2 5-octyl-bicyclo[2.2.1]-hept-2-ene